(±)-cis-N-[8-amino-6-(5-methyl-1-tetrahydropyran-2-yl-pyrazol-4-yl)-3-isoquinolyl]-2-fluoro-cyclopropanecarboxamide NC=1C=C(C=C2C=C(N=CC12)NC(=O)[C@H]1[C@H](C1)F)C=1C=NN(C1C)[C@@H]1OCCCC1 |&1:24|